FC(OC1=CC=C(C=C1)C1=C2C(=NN(C1=O)C1=CC3=CN(N=C3C=C1)C)C(=CN2CC(C)C)C#N)F 4-(4-(difluoromethoxy)phenyl)-5-isobutyl-2-(2-methyl-2H-indazol-5-yl)-3-oxo-3,5-dihydro-2H-pyrrolo[3,2-c]pyridazine-7-carbonitrile